CC1(C(C2=CC=CC=C2C1)N1C=NC=C1C(=O)OC)C methyl 1-(2,2-dimethyl-2,3-dihydro-1H-inden-1-yl)-1H-imidazole-5-carboxylate